2-[4-(2-Amino-[1,2,4]triazolo[1,5-a]pyridin-7-yl)pyrazol-1-yl]-N-[4-(2-hydroxypropan-2-yl)phenyl]acetamide NC1=NN2C(C=C(C=C2)C=2C=NN(C2)CC(=O)NC2=CC=C(C=C2)C(C)(C)O)=N1